C(C)OC(=O)C1=NN(C(=C1)C(C)(C)C)C1=C(C=C(C=C1)Cl)Cl 1-(2,4-Dichlorophenyl)-5-(1,1-dimethyl-ethyl)pyrazole-3-carboxylic acid ethyl ester